COC1=CC=C(C=C1)C1=CC=C2CCC3(C2=C1)CCC1=CC=C(C=C13)C1=CC=C(C=C1)OC (R)-6,6'-bis(4-methoxyphenyl)-1,1'-spirobiindan